O1CC(C1)N1CCCCC1 N-(oxetan-3-yl)-piperidine